C(C1=CC=CC=C1)OC1=CC(=C(C=N1)NC(CCNC(OCC1=CC=CC=C1)=O)=O)O benzyl (3-((6-(benzyloxy)-4-hydroxypyridin-3-yl)amino)-3-oxopropyl)carbamate